N-methyl-1-pyrazolo[1,5-a]pyridin-6-yl-cyclobutanecarboxamide CNC(=O)C1(CCC1)C=1C=CC=2N(C1)N=CC2